CC1CC(=NO1)N1OC=CC1C 4,5-dihydro-5-methyl-3-(3-methyl-2-isoxazolyl)isoxazole